CC=1C(=NC(=NC1)NC1CCC(CC1)N)C1=CN=C2N1C=C(C=C2)C=2C=NC=CC2 (1r,4r)-N1-(5-Methyl-4-(6-(pyridin-3-yl)imidazo[1,2-a]pyridin-3-yl)pyrimidin-2-yl)cyclohexane-1,4-diamine